N-[4-[Chloro(difluoro)methoxy]phenyl]-1-methyl-5-(1-methylpyrazol-4-yl)-6-oxo-pyridine-3-carboxamide ClC(OC1=CC=C(C=C1)NC(=O)C1=CN(C(C(=C1)C=1C=NN(C1)C)=O)C)(F)F